NCC1(CCN(CC1)C=1NC(C2=C(N1)C=NC=C2SC2=C(C(=CC=C2)Cl)Cl)=O)C 2-(4-(aminomethyl)-4-methylpiperidin-1-yl)-5-((2,3-dichlorophenyl)thio)pyrido[3,4-d]pyrimidin-4(3H)-one